COC(C1=C(N=C(C=C1)C=1N=NN(C1CO)C)C)=O 6-(5-(hydroxymethyl)-1-methyl-1H-1,2,3-triazol-4-yl)-2-methylnicotinic acid methyl ester